3-(4-hydroxybenzyl)-1,4,2-dioxazol-5-one OC1=CC=C(CC2=NOC(O2)=O)C=C1